4-(aminomethyl)-1-(5-(2,3-dihydrobenzo[b][1,4]dioxin-5-yl)imidazo[2,1-b][1,3,4]thiadiazol-2-yl)piperidin-4-ol NCC1(CCN(CC1)C1=NN2C(S1)=NC=C2C2=CC=CC=1OCCOC12)O